N2-methoxythiophene-2,3-di-carboxamide CONC(=O)C=1SC=CC1C(=O)N